tri-tert-butyl (5S,12S,16S)-3,6,14-trioxo-1-phenyl-5-[(quinolin-6-yl)methyl]-2-oxa-4,7,13,15-tetraazaoctadecane-12,16,18-tricarboxylate O=C(OCC1=CC=CC=C1)N[C@H](C(NCCCC[C@H](NC(N[C@@H](CCC(=O)OC(C)(C)C)C(=O)OC(C)(C)C)=O)C(=O)OC(C)(C)C)=O)CC=1C=C2C=CC=NC2=CC1